(R)-5-(3-Acrylamidopyrrolidin-1-yl)-2,3-dioxo-pyridine C(C=C)(=O)N[C@H]1CN(CC1)C1=CC(C(N=C1)=O)=O